2-[(9Z,12Z)-octadeca-9,12-dien-1-yloxyl-1-[(octyloxy)methyl]ethyl]azetidine C(CCCCCCC\C=C/C\C=C/CCCCC)OCC(COCCCCCCCC)C1NCC1